C(C)(C)(C)OC(N(C1CCNCC1)C)=O tert-butyl-N-methyl-N-(4-piperidyl)carbamate